BrC1=CC(=C(NCC2=C(C=CC=C2)Cl)C=C1)[N+](=O)[O-] 4-bromo-N-(2-chlorobenzyl)-2-nitroaniline